tetraphenylporphine vanadium [V].C1(=CC=CC=C1)C1=C2C=CC(C(=C3C=CC(=C(C=4C=CC(=C(C5=CC=C1N5)C5=CC=CC=C5)N4)C4=CC=CC=C4)N3)C3=CC=CC=C3)=N2